C(#N)CCOCCCCCOCCC#N 1,5-Bis-(2-cyanoethoxy)-pentan